(4-(tert-butoxy)-2-(((S)-1-methylpyrrolidin-2-yl)methoxy)imidazo[2,1-f][1,2,4]triazin-7-yl)(2,3-dihydrobenzofuran-7-yl)methanol C(C)(C)(C)OC1=NC(=NN2C1=NC=C2C(O)C2=CC=CC=1CCOC12)OC[C@H]1N(CCC1)C